2-Cyano-N-[2,2-diethyl-4-(ethylthio)butyl]-4',5-bis(trifluoromethyl)-(1,1'-biphenyl)-4-carboxamide C(#N)C1=C(C=C(C(=C1)C(=O)NCC(CCSCC)(CC)CC)C(F)(F)F)C1=CC=C(C=C1)C(F)(F)F